[Si](C)(C)(C(C)(C)C)OC(CN1C(C(=CC2=CN=C(C=C12)Cl)C=1C=NC(=CC1C)C(CCC)=O)=O)(C)C 1-(2-((tert-butyldimethylsilyl)oxy)-2-methylpropyl)-3-(6-butyryl-4-methylpyridin-3-yl)-7-chloro-1,6-naphthyridin-2(1H)-one